C1(CC1)CN1C(=CC=2C1=NC(=CC2)C2=CC(=C(C(=O)N)C=C2C)F)C2=NC=1C(=CC=3CCN(C(C3C1)=O)C[C@@H]1NCCOC1)N2C (S)-4-(1-(cyclopropylmethyl)-2-(1-methyl-6-(morpholin-3-ylmethyl)-5-oxo-5,6,7,8-tetrahydro-1H-imidazo[4,5-g]isoquinolin-2-yl)-1H-pyrrolo[2,3-b]pyridin-6-yl)-2-fluoro-5-methylbenzamide